S1CCCC1 TetraHydroThiophene